4'-hydroxy-3-phenoxybenzyl alcohol C1=CC(=CC(=C1)OC2=CC=C(C=C2)O)CO